1-(cis-5-(methyl(4-(trifluoromethyl)benzyl)amino)octa-hydrocyclopenta[c]pyrrole-2-carbonyl)-1H-pyrazole-3-carboxamide CN(C1CC2C(CN(C2)C(=O)N2N=C(C=C2)C(=O)N)C1)CC1=CC=C(C=C1)C(F)(F)F